5-(5-chlorothiophene-2-yl)-6-(2,6-difluorophenyl)-1-ethylpyridin-2(1H)-one ClC1=CC=C(S1)C=1C=CC(N(C1C1=C(C=CC=C1F)F)CC)=O